4-[2-formyl-6-(methylcarbamoyl)-3-pyridyl]Piperazine-1-carboxylic acid tert-butyl ester C(C)(C)(C)OC(=O)N1CCN(CC1)C=1C(=NC(=CC1)C(NC)=O)C=O